1-(4-cyclopropylpyridin-2-yl)-N-(6-methoxy-1H-indazol-7-yl)-N-methylpyrazole-4-sulfonamide C1(CC1)C1=CC(=NC=C1)N1N=CC(=C1)S(=O)(=O)N(C)C=1C(=CC=C2C=NNC12)OC